N1=CC(=CC=C1)C1(CCCC1)C(CNNC(NC)=S)NNC(NC)=S 2,2'-(1-(1-(pyridin-3-yl)cyclopentyl)ethane-1,2-diyl)bis(N-methylhydrazine-1-thiocarboxamide)